C(C)(=O)OCC(COC1=CC=C(C=C1)S(=O)(=O)C1=CC(=C(C(=C1)Cl)OCC(CCl)OC(C)=O)Cl)OC(C)=O 3-(4-((4-(2-acetoxy-3-chloropropoxy)-3,5-dichlorophenyl)sulfonyl) phenoxy)propane-1,2-diyl diacetate